phenyl-monoiodosilane C1(=CC=CC=C1)[SiH2]I